NC1=CC(=C(C(=O)NCC2(CCCCCC2)N2CCOCC2)C=C1S(=O)(=O)CC)OC 4-amino-5-(ethylsulfonyl)-2-methoxy-N-((1-morpholinocycloheptyl)methyl)benzamide